ClC1=C(C=CC=C1)C1(C(CCCC1)=O)O 2-(2-chlorophenyl)-2-hydroxycyclohexanone